[O-]P([O-])(=O)OP(=O)([O-])[O-].[Na+].[Na+].[Ca+2] calcium disodium diphosphate